OC1(CCN(CC12CCCC2)C(=O)C2=CNC1=CC=CC=C21)CN2C=C(C(=CC2=O)C2=CC=CC=C2)C(=O)N(C)C 1-((10-hydroxy-7-(1H-indole-3-carbonyl)-7-azaspiro[4.5]decan-10-yl)methyl)-N,N-dimethyl-6-oxo-4-phenyl-1,6-dihydropyridine-3-carboxamide